(E)-6-(4-(pyridin-3-yl)but-1-ynyl)pyridazine-3-carbaldehyde oxime N1=CC(=CC=C1)CCC#CC1=CC=C(N=N1)/C=N/O